C(C)(C)(C)C1=CC2=CC(=CC=C2C=C1)C(C)(C)C 2,7-di-tert-butyl-naphthalene